CC1=CC=C(C=C1)S(=O)(=O)OCCC1=NN2C(=NC=3C=C(C(=CC3C2=N1)F)OC)N 2-(5-amino-9-fluoro-8-methoxy-[1,2,4]triazolo[1,5-c]quinazolin-2-yl)ethyl 4-methylbenzenesulfonate